2-fluoro-1-(3-(7-(3-(hydroxymethyl)azetidin-1-yl)-3-(4-(trifluoromethyl)phenyl)-1H-pyrazolo[4,3-b]pyridin-1-yl)azetidin-1-yl)prop-2-en-1-one FC(C(=O)N1CC(C1)N1N=C(C2=NC=CC(=C21)N2CC(C2)CO)C2=CC=C(C=C2)C(F)(F)F)=C